FC=1C=NC(=CC1)N1N=CC=N1 3-fluoro-6-(2H-1,2,3-triazol-2-yl)pyridine